2-chloro-8,9-dihydro-5H-pyrido[3,2-c]azepin-6(7H)-carboxylic acid tert-butyl ester C(C)(C)(C)OC(=O)N1CC2=C(CCC1)N=C(C=C2)Cl